(2S)-methyl 2-((tert-butoxycarbonyl)amino)-4-(2-(4-chlorophenyl)ethylsulfonimidoyl)butanoate C(C)(C)(C)OC(=O)N[C@H](C(=O)OC)CCS(=O)(=N)CCC1=CC=C(C=C1)Cl